O(C)C=1C(=C2C=CNC2=C(C1)C)CN1[C@@H](CC(CC1)CC#C)C1=CC=C(C(=O)O)C=C1 4-((2S)-1-((5-methoxyl-7-methyl-1H-indole-4-yl)methyl)-4-(prop-2-yn-1-yl)piperidin-2-yl)benzoic acid